4-hydroxylphenylbenzaldehyde OC1=CC=C(C=C1)C1=C(C=O)C=CC=C1